Cl.NC1=CC(=C(C(=O)NC[C@@H]2N(CCC2)CC)C=C1S(=O)(=O)CC)OC R-4-Amino-N-[(1-ethyl-2-pyrrolidinyl)methyl]-5-(ethylsulfonyl)-2-methoxybenzamide hydrochloride